benzyl N-[2-[2-[2-[2-[[4-amino-1-(3-aminopropyl)-1-methyl-butyl]carbamoylamino]ethoxy]ethoxy]ethoxy]ethyl]carbamate NCCCC(C)(CCCN)NC(=O)NCCOCCOCCOCCNC(OCC1=CC=CC=C1)=O